BrC1=NN(C(=C1)F)C([2H])([2H])[2H] 3-bromo-5-fluoro-1-(trideuteriomethyl)pyrazole